di-tert-butyl (((S)-5-(4-((benzyloxy)carbonyl)piperazin-1-yl)-1-(tert-butoxy)-1,5-dioxopentan-2-yl)carbamoyl)-L-glutamate C(C1=CC=CC=C1)OC(=O)N1CCN(CC1)C(CC[C@@H](C(=O)OC(C)(C)C)NC(=O)N[C@@H](CCC(=O)OC(C)(C)C)C(=O)OC(C)(C)C)=O